Cl.FC1=C(C=CC=2[C@@H](COC21)NC)C(F)(F)F (S)-7-fluoro-N-methyl-6-(trifluoromethyl)-2,3-dihydrobenzofuran-3-amine hydrochloride